2-[3-Cyclopropyl-5-(trifluoromethyl)pyrazol-1-yl]-1-[(2S,3S)-2-(2-chloro-5-fluoro-3-methyl-phenyl)-3-(4-pyrazin-2-ylpiperazin-1-yl)pyrrolidin-1-yl]ethanone C1(CC1)C1=NN(C(=C1)C(F)(F)F)CC(=O)N1[C@H]([C@H](CC1)N1CCN(CC1)C1=NC=CN=C1)C1=C(C(=CC(=C1)F)C)Cl